N-(4-(4-((3-(2,6-dioxopiperidin-3-yl)-1-methyl-1H-indazol-7-yl)oxy)piperidine-1-carbonyl)phenyl)benzenesulfonamide O=C1NC(CCC1C1=NN(C2=C(C=CC=C12)OC1CCN(CC1)C(=O)C1=CC=C(C=C1)NS(=O)(=O)C1=CC=CC=C1)C)=O